N-acetylmuramoyl-L-alanine C[C@@H](C(=O)O)NC(=O)[C@@H](C)O[C@@H]1[C@H]([C@H](O[C@@H]([C@H]1O)CO)O)NC(=O)C